FC=1C=C(C=C(C1)NC(C1=CC=C(C=C1)C(F)(F)F)=O)C1=NC=C(C=N1)COC=1C=CC(=C(C(=O)O)C1)O 5-((2-(3-Fluoro-5-(4-(trifluoromethyl)benzamido)phenyl)pyrimidin-5-yl)methoxy)-2-hydroxybenzoic acid